C(CC)(=O)O.N[C@@H](CCCNC(N)=N)C(=O)O L-arginine propionate